3-(4-chloro-3-fluorophenyl)-8-((2-chloropyrimidin-5-yl)methyl)pyrido[2,3-d]pyrimidine-2,4(3H,8H)-dione ClC1=C(C=C(C=C1)N1C(N=C2C(C1=O)=CC=CN2CC=2C=NC(=NC2)Cl)=O)F